C1N(CCC2=CC=CC=C12)C[C@H](CN1C(C2=CC=C(C=C2C2(C1)CC2)C(=O)N2CCC1(CC(C1)C#N)CC2)=O)O (R)-7-(2'-(3-(3,4-dihydroisoquinolin-2(1H)-yl)-2-hydroxypropyl)-1'-oxo-2',3'-Dihydro-1'H-spiro[cyclopropane-1,4'-isoquinoline]-6'-carbonyl)-7-azaspiro[3.5]nonane-2-carbonitrile